N[C@H]1CN(C[C@@H]1OC)C1=NC=2CC[C@@H](CC2C=C1)NC(=O)C=1C=C2C(=NC1)N(C=C2)CC N-[(6S)-2-[(3S,4S)-3-amino-4-methoxypyrrolidin-1-yl]-5,6,7,8-tetrahydroquinolin-6-yl]-1-ethyl-1H-pyrrolo[2,3-b]pyridine-5-carboxamide